N[C@@H](CCC(=O)N[C@@H](CCC)C(=O)NCC(=O)O)C(=O)O γ-glutamylnorvalylglycine